C\C(=C/CC\C(\CO)=C/CCC=C)\CCC=C(C)C (2E,5e)-6,10-dimethyl-2-(pent-4-en-1-ylidene)undeca-5,9-dien-1-ol